OCCC1=CC=C(OCC2=CC(=NN2C=2C=NC=CC2)C)C=C1 5-[[4-(2-hydroxyethyl)phenoxy]methyl]-3-methyl-1-(3-pyridyl)pyrazole